5-cyano-4-methyl-6-oxo-1,6-dihydropyridine C(#N)C1=C(C=CNC1=O)C